ClC(C(=O)N)Cl dichloroacetamide